C1(=CC=CC=C1)CC(=O)OC[C@H]1O[C@@]([C@@H]([C@@H]1O)O)(C#N)C1=CC=C2C(=NC=NN21)NC([C@H](CC2=CC=C(C=C2)F)N)=O ((2R,3S,4R,5R)-5-(4-((S)-2-amino-3-(4-fluorophenyl)propanamido)pyrrolo[2,1-f][1,2,4]triazin-7-yl)-5-cyano-3,4-dihydroxytetrahydrofuran-2-yl)methyl 2-phenylacetate